4-(2-amino-2-oxoethyl)bicyclo[2.2.2]octane-1-carboxylic acid methyl ester COC(=O)C12CCC(CC1)(CC2)CC(=O)N